NC1=NC=CC(=C1Cl)SC=1N=CC(=NC1C)N1CCC(CC1)(C#N)C 1-(5-((2-amino-3-chloropyridin-4-yl)thio)-6-methylpyrazin-2-yl)-4-methylpiperidine-4-carbonitrile